C[C@@H]1[C@@H](CCC(C1)=O)C(=O)OC(C)(C)C tert-butyl (1R,2S)-2-methyl-4-oxocyclohexanecarboxylate